3-[4-[2-(2-azaspiro[3.3]heptan-6-yl)ethyl]-3-methyl-2-oxo-benzimidazol-1-yl]piperidine C1NCC12CC(C2)CCC2=CC=CC=1N(C(N(C12)C)=O)C1CNCCC1